C(C)C(CNC1CCC(CC1)N)CC N-(2-ethylbutyl)cyclohexane-1,4-diamine